(1R,2R)-2-fluoro-N-(6-(2-((6-((R)-1-hydroxypropyl)-4-methylpyridin-3-yl)amino)-4-methyl-1H-imidazol-1-yl)pyrimidin-4-yl)cyclopropane-1-carboxamide F[C@H]1[C@H](C1)C(=O)NC1=NC=NC(=C1)N1C(=NC(=C1)C)NC=1C=NC(=CC1C)[C@@H](CC)O